FC=1C(=NC=C(C1)F)CC1CC2(CN(C2)C(=O)N2CC3(C2)CC(C3)C3=NN=C(N3)C3(CC3)O)C1 [6-[(3,5-difluoro-2-pyridyl)methyl]-2-azaspiro[3.3]heptan-2-yl]-[6-[5-(1-hydroxycyclopropyl)-4H-1,2,4-triazol-3-yl]-2-azaspiro[3.3]heptan-2-yl]methanone